(2-fluoro-3-methoxy-6-(4-(tributylstannyl)-1H-1,2,3-triazol-1-yl)phenyl)methanol FC1=C(C(=CC=C1OC)N1N=NC(=C1)[Sn](CCCC)(CCCC)CCCC)CO